C(C)(C)(C)OC(=O)N1[C@H](CC(C1)C1=CC=C(C=C1)C(F)(F)F)CO (2R)-2-(hydroxymethyl)-4-(4-(trifluoromethyl)phenyl)pyrrolidine-1-carboxylic acid tert-butyl ester